CCCCCCCCCCCCCCCCCCCCC(=O)O[C@H](COC(=O)CCCCCCC/C=C\CCCCCCC)COP(=O)(O)OC[C@@H](C(=O)O)N 1-(9Z-heptadecenoyl)-2-heneicosanoyl-glycero-3-phosphoserine